N-(pyridin-3-ylmethyl)pyrazino[1',2':1,5]pyrazolo[4,3-c][1,6]naphthyridin-6-amine N1=CC(=CC=C1)CNC1=NC2=CC=NC=C2C=2C1=C1N(N2)C=CN=C1